(5-(3-amino-5-((4-fluorophenyl)sulfonyl)pyridin-2-yl)-1,3,4-oxadiazol-2-yl)methanol NC=1C(=NC=C(C1)S(=O)(=O)C1=CC=C(C=C1)F)C1=NN=C(O1)CO